tert-butyl 1-(3-methyl sulfanyl-1,2,4-triazin-5-yl)-3-azabicyclo[3.1.1]heptane-3-carboxylate CSC=1N=NC=C(N1)C12CN(CC(C1)C2)C(=O)OC(C)(C)C